C1=C(C=CC2=CC=CC=C12)NC(CC)=O N-(naphthalen-2-yl)propionamide